1-Oxa-4-azacyclohexane O1CCNCC1